trans-β-butene C\C=C\C